FC(C1=C(C=CC(=C1)NC1C(NC(CC1)=O)=O)N1CCC(CC1)(O)CC(=O)OC(C)(C)C)F tert-butyl 2-[1-[2-(difluoromethyl)-4-[(2,6-dioxo-3-piperidyl)amino]phenyl]-4-hydroxy-4-piperidyl]acetate